C(=O)=C1N(C(C2=CC=CC=C12)=C=O)[C@H]1[C@H](COC1)NC(OC(C)(C)C)=O Tert-Butyl ((3R,4S)-4-(1,3-dicarbonylisoindolin-2-yl)tetrahydrofuran-3-yl)carbamate